FC1=CC=C(C=C1)NC(C1=C(C=CC=C1)S(=O)(=O)N1CCCCC1)=O N-(4-fluorophenyl)-2-(piperidin-1-ylsulfonyl)benzamide